2-((5-(2-(6-acetamido-2,6-dimethylheptan-3-yl)-2,6-diazaspiro[3.4]octan-6-yl)-1,2,4-triazin-6-yl)oxy)-N-ethyl-5-fluoro-N-isopropylbenzamide C(C)(=O)NC(CCC(C(C)C)N1CC2(C1)CN(CC2)C=2N=CN=NC2OC2=C(C(=O)N(C(C)C)CC)C=C(C=C2)F)(C)C